NC1C2=CC=CC=C2CC12CCN(CC2)C=2N(C(C(=CN2)CCC)=O)C 3-(2-(1-amino-1,3-dihydrospiro[indene-2,4'-piperidine]-1'-yl)-1-methyl-6-oxo-1,6-dihydropyrimidin-5-yl)propan